tert-butyl (3-(2,5-dioxo-2,5-dihydro-1H-pyrrol-1-yl)propyl)carbamate O=C1N(C(C=C1)=O)CCCNC(OC(C)(C)C)=O